4-(5-(3,5-dimethylisoxazol-4-yl)-1-(3-(trifluoromethyl)pyridin-2-yl)-1H-pyrrolo[2,3-b]pyridin-3-yl)-3-(trifluoromethoxy)benzoic acid CC1=NOC(=C1C=1C=C2C(=NC1)N(C=C2C2=C(C=C(C(=O)O)C=C2)OC(F)(F)F)C2=NC=CC=C2C(F)(F)F)C